1-methyl-4-(4-methyl-3-pentenyl)-3-cyclohexene-1-al CC1(CC=C(CC1)CCC=C(C)C)C=O